3-[(2-Azidoethyl)dithio]propanoic acid N(=[N+]=[N-])CCSSCCC(=O)O